NCC1CC12CN(CC2)C(=O)OC(C)(C)C tert-butyl 1-(aminomethyl)-5-azaspiro[2.4]heptane-5-carboxylate